(hydroxymethyl)tetrahydro-2H-pyran-3,4-diol OCC1OCCC(C1O)O